(R)-N-(4-cyano-3-(trifluoromethyl)phenyl)-3-(4-cyanophenoxy)-2-hydroxy-2-methylpropanamide C(#N)C1=C(C=C(C=C1)NC([C@](COC1=CC=C(C=C1)C#N)(C)O)=O)C(F)(F)F